NC=1C=C2C(=CN=C(C2=CN1)NC)C#CC1=NC=CC(=C1)OCCOCCC(=O)O 3-(2-((2-((6-amino-1-(methylamino)-2,7-naphthyridin-4-yl)ethynyl)pyridin-4-yl)oxy)ethoxy)propanoic acid